ClC=1C=CC(=C(C1)C1=CC(NC=C1OC)=O)C#N 4-(5-chloro-2-cyanophenyl)-5-methoxy-2-oxopyridin